OC1=C(N=CC2=CC=CC=C12)C(=O)O 4-hydroxyisoquinoline-3-carboxylic acid